2,4,6-tris(3-(9H-carbazol-9-yl)phenyl)-1,3,5-triazine C1=CC=CC=2C3=CC=CC=C3N(C12)C=1C=C(C=CC1)C1=NC(=NC(=N1)C1=CC(=CC=C1)N1C2=CC=CC=C2C=2C=CC=CC12)C1=CC(=CC=C1)N1C2=CC=CC=C2C=2C=CC=CC12